CN1N=C2C=CC=C(C2=C1)C1=NN(C2=C(C=CC=C12)C)C=1C=CC(=NC1)N1CCS(CC1)(=O)=O 4-(5-{2',7-dimethyl-1H,2'H-[3,4'-biindazol]-1-yl}pyridin-2-yl)-1λ6-thiomorpholine-1,1-dione